3-((1-(4-(trifluoromethyl)-phenyl)-1,2,3,4-tetrahydro-quinolin-3-yl)amino)-propan-1-ol FC(C1=CC=C(C=C1)N1CC(CC2=CC=CC=C12)NCCCO)(F)F